3,6,9-triphenyl-9-fluorenol C1(=CC=CC=C1)C=1C=CC=2C(C3=CC=C(C=C3C2C1)C1=CC=CC=C1)(O)C1=CC=CC=C1